BrC1=CC=C(C(=C1NC)OC1=C(C=CC(=C1)F)Cl)C(F)F 6-bromo-2-(2-chloro-5-fluorophenoxy)-3-(difluoromethyl)-N-methylaniline